dibenzothiophene-2-selenol C1=C(C=CC=2SC3=C(C21)C=CC=C3)[SeH]